ClC1=C(C=C(OCC(=O)NC23[C@H](CC(CC2)(CC3)NC(=O)[C@H]3OC2=C(CC3)C=C(C=C2)F)O)C=C1)F (2S)-N-{(3S)-4-[2-(4-chloro-3-fluorophenoxy)acetamido]-3-hydroxybicyclo[2.2.2]octan-1-yl}-6-fluoro-3,4-dihydro-2H-1-benzopyran-2-carboxamide